(2,2,3,3,3-pentafluoropropyl)-1,7-naphthyridin-2-one FC(CC=1C(NC2=CN=CC=C2C1)=O)(C(F)(F)F)F